ClC1=NC=C(C=C1)C1C2NCC(C=C2)C1 7-(2-chloro-5-pyridyl)-2-azabicyclo[2.2.2]oct-5-ene